(S)-5-methoxy-N-(piperidin-4-ylmethyl)-N-propyl-1,2,3,4-tetrahydronaphthalen-2-amine COC1=C2CC[C@@H](CC2=CC=C1)N(CCC)CC1CCNCC1